C1=C(C)C=CC(C(C)C)=C1O.[K] potassium thymol salt